(R)-2-(4-(3-chloro-4-((3,5-difluoropyridin-2-yl)methoxy)-5'-methyl-6-(methyl-d3)-2-oxo-2H-[1,4'-bipyridin]-2'-yl)pyrimidin-2-yl)-2-methylpropanamide ClC=1C(N(C(=CC1OCC1=NC=C(C=C1F)F)C([2H])([2H])[2H])C1=CC(=NC=C1C)C1=NC(=NC=C1)C(C(=O)N)(C)C)=O